C(C1=CC=CC=C1)OC=1C2=C(N=C(N1)SC)[Se]C1=C2C=CN=C1C1=C2C=NN(C2=CC(=C1C(F)(F)F)C)C1OCCCC1 4-(benzyloxy)-8-(6-methyl-1-(tetrahydro-2H-pyran-2-yl)-5-(trifluoromethyl)-1H-indazol-4-yl)-2-(methylthio)pyrido[4',3':4,5]selenopheno[2,3-d]pyrimidine